FC1=C(C=C2CCN(C2=C1)C(=O)N)B1OC(C(O1)(C)C)(C)C 6-fluoro-5-(4,4,5,5-tetramethyl-1,3,2-dioxaborolan-2-yl)indoline-1-carboxamide